3-nitro-5-(trifluoromethyl)picolinonitrile [N+](=O)([O-])C=1C(=NC=C(C1)C(F)(F)F)C#N